C(CC=C)O[C@H]1CN(CC1)C(=O)OC(C)(C)C (R)-tert-butyl 3-(but-3-en-1-yloxy)pyrrolidine-1-carboxylate